CN([C@H]1C(C[C@@H](CC1)NC1=NC=C2C(=N1)N(C(N(C2)C2=CC(=C(C=C2)NS(=O)(=O)CC2=CC=C(C=C2)F)F)=O)C(C)C)F)C N-(4-(7-(((1R,4R)-4-(dimethylamino)-3-fluorocyclohexyl)amino)-1-isopropyl-2-oxo-1,4-dihydropyrimido[4,5-d]pyrimidin-3(2H)-yl)-2-fluorophenyl)-1-(4-fluorophenyl)methanesulfonamide